C(CC)NCCCCCCCCCCCCN N-propyldodecane-1,12-diamine